NC1=NC=NC(=C1[N+](=O)[O-])N 4,6-diamino-5-nitropyrimidine